(S)-1-((R)-2-((methoxycarbonyl)amino)-2-phenylacetyl)pyrrolidine COC(=O)N[C@@H](C(=O)N1CCCC1)C1=CC=CC=C1